4-Tert-butyl (7-ethynylchroman-4-yl)carbamate C(#C)C1=CC=C2C(CCOC2=C1)NC(OC(C)(C)C)=O